benzyl (5-methyl-2,3,4,7-tetrahydro-1H-azepin-3-yl)carbamate CC=1CC(CNCC1)NC(OCC1=CC=CC=C1)=O